C(C)(=O)N[C@H]1[C@@H](CCC1)NC(=O)C=1SC=2N=CC=C3N(C(NC1C23)=O)C2=C(C=C(C=C2)OC2=CC=CC=C2)C N-((1R,2R)-2-acetamidocyclopentyl)-5-(2-methyl-4-phenoxyphenyl)-4-oxo-4,5-dihydro-3H-1-thia-3,5,8-triazaacenaphthylene-2-carboxamide